ClC1=C(C=C(C=C1)F)C1NC(C=2C1=C(C=C1C=NNC21)C2=C(C(=O)N)C=C(C=C2F)C(F)(F)F)=O [6-(2-chloro-5-fluorophenyl)-8-oxo-1,6,7,8-tetrahydropyrrolo[4,3-g]indazol-5-yl]-3-fluoro-5-(trifluoromethyl)benzamide